N[C@H](C(=O)O)CCCNC([C@H](CC1=CC(=C(C=C1)OP(=O)(O)O)O)N)=O (2S)-2-amino-5-[[(2S)-2-amino-3-(3-hydroxy-4-phosphonooxyphenyl)propanoyl]amino]pentanoic acid